COCOC1=NOC(=C1)C1=NC=C(N=C1)O[C@@H]1C[C@@H](C1)C=1SC(=CN1)C(F)(F)F 2-[3-(methoxymethoxy)isoxazol-5-yl]-5-({cis-3-[5-(trifluoromethyl)-1,3-thiazol-2-yl]cyclobutyl}oxy)pyrazine